ClC1=C(C=CC=C1Cl)C1=CN=C(O1)CSC1=NC(=NC(=N1)CC)N 4-({[5-(2,3-Dichlorophenyl)-1,3-oxazol-2-yl]methyl}sulfanyl)-6-ethyl-1,3,5-triazin-2-amin